Methyl 3-(6-(4-(methoxycarbonyl)phenyl)-2,6-diazaspiro[3.3]heptan-2-yl)-2-(1H-pyrrol-1-yl)benzoate COC(=O)C1=CC=C(C=C1)N1CC2(CN(C2)C=2C(=C(C(=O)OC)C=CC2)N2C=CC=C2)C1